7-fluoro-2-hydroxy-3-methylcyclohepta-2,4,6-trien-1-one FC1=CC=CC(=C(C1=O)O)C